CC1=NC=2N(C=C1)N=CC2C(=O)N 5-methylpyrazolo[1,5-a]Pyrimidine-3-carboxamide